COC(C(=C)C)=O.C1CO1 ethylene oxide methyl-methacrylate